5-methoxy-1-methyl-1H-indazol-4-amine COC1=C(C=2C=NN(C2C=C1)C)N